C(C)(=O)N1CC(C2=C1C=C(C=1N2C(N(N1)C1CC(C1)(C)O)=O)CC1=CC=C(C=C1)F)(C)C 6-acetyl-4-(4-fluorobenzyl)-2-(3-hydroxy-3-methylcyclobutyl)-8,8-dimethyl-2,6,7,8-tetrahydro-1H-pyrrolo[2,3-e][1,2,4]triazolo[4,3-a]pyridin-1-one